CN1N=C(C(=N1)C1=CN2C(S1)=C(C=N2)C(=O)NC=2C(=NC=C(C2)NC(CN2CC(C2)(C)C)=O)C)C 2-(2,5-dimethyl-2H-1,2,3-triazol-4-yl)-N-(5-(2-(3,3-dimethylazetidin-1-yl)acetamido)-2-methylpyridin-3-yl)pyrazolo[5,1-b]thiazole-7-carboxamide